N1(N=CC=C1)C1=CC=C(C=C1)C1=CN=C(O1)[C@H](CCCCCC(CC)=O)NC(=O)[C@H]1CC12CCN(CC2)CC (S)-N-((S)-1-(5-(4-(1H-Pyrazol-1-yl)phenyl)oxazol-2-yl)-7-oxononyl)-6-ethyl-6-azaspiro[2.5]octan-1-carboxamid